FC(CCCCCCOC(CCCCCCCN(CCCCCCCC(=O)OCCCCCCCCC)CCO)OCCCCCCC(C(F)(F)F)(F)F)(C(F)(F)F)F nonyl 8-((8,8-bis((7,7,8,8,8-pentafluorooctyl)oxy)octyl)(2-hydroxyethyl)amino)octanoate